C(CCCCC)(=O)N[C@@H](CCC(=O)O)C(=O)O N-caproyl-glutamic acid